ClC=1C=C2C(=NC1)NC=C2C=2N=CC1=C(N2)N(C=C1F)[C@@H]1[C@H](C2CCC1CC2)C(=O)O (2S,3S)-3-(2-(5-chloro-1H-pyrrolo[2,3-b]pyridin-3-yl)-5-fluoro-7H-pyrrolo[2,3-d]pyrimidin-7-yl)bicyclo[2.2.2]octane-2-carboxylic acid